BrC=1C=C(C=C(C(=O)O)C1)C(=O)O 5-bromoisophthalic acid